1,1-bis(2-hydroxy-3-methylphenyl)hexadecane OC1=C(C=CC=C1C)C(CCCCCCCCCCCCCCC)C1=C(C(=CC=C1)C)O